The molecule is an organophosphate oxoanion obtained by deprotonation of the carboxy and phosphate OH groups of 12-phosphonooxy-(9E)-octadecenoic acid; major species at pH 7.3. It is an organophosphate oxoanion and a monocarboxylic acid anion. It is a conjugate base of a (9E)-12-(phosphonooxy)octadecenoic acid. CCCCCCC(C/C=C/CCCCCCCC(=O)[O-])OP(=O)([O-])[O-]